4-[(3S)-3-[2-[2-chloro-5-(trifluoromethyl)phenyl]ethyl]-3-(dimethylamino)-1-piperidyl]-N-[(2,4-dimethoxyphenyl)-methyl]-2,6-difluoro-N-pyrimidin-4-yl-benzenesulfonamide ClC1=C(C=C(C=C1)C(F)(F)F)CC[C@]1(CN(CCC1)C1=CC(=C(C(=C1)F)S(=O)(=O)N(C1=NC=NC=C1)CC1=C(C=C(C=C1)OC)OC)F)N(C)C